FC1=C(OC2=C(C=C(C=C2)CS(=O)(=O)CC)C=2C3=C(C(N(C2)C)=O)NC=C3)C=CC(=C1)F 4-{2-(2,4-difluorophenoxy)-5-[(ethylsulfonyl)methyl]phenyl}-6-methyl-1,6-dihydro-7H-pyrrolo[2,3-c]pyridin-7-one